1,7-bis(glycidoxy)naphthalene C(C1CO1)OC1=CC=CC2=CC=C(C=C12)OCC1CO1